[N+](=O)([O-])C1=CC=C(NC([C@@H](NC(C2=CC=CC=C2)=O)CCCNC(N)=N)=O)C=C1 Nα-benzoyl-l-arginine-p-nitroanilide